O=C1N(CCC(N1)=O)C1=CC=C(C=C1)N1CCN(CC1)C(=O)OCCCC butyl 4-(4-(2,4-dioxotetrahydropyrimidin-1(2H)-yl)phenyl)piperazine-1-carboxylate